C(C)(C)(C)OC(=O)N1[C@@H]2C[C@@]2(C[C@H]1C(NC1=NC(=CC=C1C=C)Br)=O)COCC=C.C(CCCCCCCCCCC)OS(=O)(=O)C1=CC=CC=C1.[Na] sodium dodecylbenzenesulfonate tert-Butyl-(1R,3S,5S)-5-((Allyloxy)methyl)-3-((6-bromo-3-vinylpyridin-2-yl)carbamoyl)-2-azabicyclo[3.1.0]hexane-2-carboxylate